3-amino-N-(2-{8-amino-6-oxa-3-azabicyclo[3.2.1]octan-3-yl}-5,6,7,8-tetrahydroquinolin-6-yl)-6-methylthieno[2,3-b]pyridine-2-carboxamide NC1=C(SC2=NC(=CC=C21)C)C(=O)NC2CC=1C=CC(=NC1CC2)N2CC1COC(C2)C1N